sodium 9,10-phenanthrene-quinone C1=CC=CC=2C3=CC=CC=C3C(C(C12)=O)=O.[Na]